Sodium (2R,3R,4R,5R,6S)-5-acetamido-6-(4-(3-(N-(5-benzamidopentyl)-pentanamido)propanamido)phenoxy)-4-hydroxy-2-(hydroxymethyl)tetrahydro-2H-pyran-3-ylsulfate C(C)(=O)N[C@@H]1[C@H]([C@H]([C@H](O[C@H]1OC1=CC=C(C=C1)NC(CCN(C(CCCC)=O)CCCCCNC(C1=CC=CC=C1)=O)=O)CO)OS(=O)(=O)[O-])O.[Na+]